tert-butyl 4-chlorosulfonyl-piperidine-1-carboxylate ClS(=O)(=O)C1CCN(CC1)C(=O)OC(C)(C)C